2-amino-4-[4-(3-hydroxypropyl)phenyl]-6-(3-pyridylmethylsulfanyl)pyridine-3,5-dicarbonitrile NC1=NC(=C(C(=C1C#N)C1=CC=C(C=C1)CCCO)C#N)SCC=1C=NC=CC1